C1(CC1)CO[C@H]1COC2=CC=CC=C2[C@@H]1N (3R,4S)-3-(cyclopropylmethoxy)chroman-4-amine